C(C=C)(=O)NC=1C=C(C=CC1N1CCSCC1)NC1=NC=2N(C(=N1)C1=CN(C3=CC=CC=C13)C)N=CC2 2-(3-Acryloylamino-4-thiomorpholinylphenylamino)-4-(1-methylindol-3-yl)pyrazolo[1,5-a][1,3,5]triazine